C(C(C)(C)C)(=O)OC1=CC=CO1 oxol-5-yl pivalate